(4-methoxyphenyl)methyl 4-[(5-bromo-1-methyl-imidazole-2-carbonyl)amino]-2-methyl-benzoate BrC1=CN=C(N1C)C(=O)NC1=CC(=C(C(=O)OCC2=CC=C(C=C2)OC)C=C1)C